ClC1=C2CC[C@@H](C2=CC=C1)O (1S,2R)-4-chloro-1-hydroxy-2,3-dihydro-1H-inden